N-(1,2,4-triazin-3-yl)azetidine-3-carboxamide hydrochloride Cl.N1=NC(=NC=C1)NC(=O)C1CNC1